N1(CCCCC1)C1CCN(CC1)NC1=C(C=CC=C1)I ([1,4'-bipiperidine]-1'-yl)-2-iodoaniline